1-[6-(6-amino-5-bromo-benzimidazol-1-yl)-3-(difluoromethyl)-2-pyridyl]-5-methyl-pyrazole-3-carbonitrile NC=1C(=CC2=C(N(C=N2)C2=CC=C(C(=N2)N2N=C(C=C2C)C#N)C(F)F)C1)Br